N-(3,4-Dimethoxyphenylethyl)benzo[b]thiophene-3-carboxamide-1,1-dioxide COC=1C=C(C=CC1OC)CCNC(=O)C=1C2=C(S(C1)(=O)=O)C=CC=C2